ClC1=C(C=CC=C1)CC(=O)NC1=CC(=C(C(=C1)S(N=CN(C)C)(=O)=O)N1N=CC(=C1)F)C#N 2-(2-chlorophenyl)-N-[3-cyano-5-{[(dimethylamino)methylene]sulfamoyl}-4-(4-fluoro-1H-pyrazol-1-yl)phenyl]acetamide